10-camphorsulfonate C12(C(=O)CC(CC1)C2(C)C)CS(=O)(=O)[O-]